Cl.CN1[C@@H](C[C@H](C1)O)C(=O)O methyl-trans-4-hydroxy-L-proline hydrochloride